BrC1=NN2C(C(N(CC2)C)C)=C1 2-Bromo-4,5-dimethyl-4,5,6,7-tetrahydropyrazolo[1,5-a]pyrazine